CN1C(=NC=C1C(C)NS(=O)(=O)C=1C=NC2=CC(=NC(=C2C1)OC1CCC(CC1)NC1=NC=C(C=N1)OCCN1CCN(CC1)C)N1CCOCC1)[N+](=O)[O-] N-[1-(3-methyl-2-nitro-imidazol-4-yl)ethyl]-5-[4-[[5-[2-(4-methylpiperazin-1-yl)ethoxy]pyrimidin-2-yl]amino]cyclohexoxy]-7-morpholino-1,6-naphthyridine-3-sulfonamide